(6S)-6-(dimethylamino)-N'-((1,2,3,5,6,7-hexahydro-s-indacen-4-yl)carbamoyl)-6,7-dihydro-5H-pyrazolo[5,1-b][1,3]oxazine-3-sulfonimidamide CN([C@H]1CN2C(OC1)=C(C=N2)S(=O)(N)=NC(NC2=C1CCCC1=CC=1CCCC21)=O)C